NC1=CC=C(C2=C(C3=CC=CC=C3C(=C12)O)O)N 1,4-diaminoanthracene-9,10-diol